C(C)(=O)N[C@H](CC1=CNC=N1)C(=O)O N-acetyl-d-histidine